N(C(=O)C)C1CC(CC1)CC(=O)NC1=NC=C(C(=C1)C1=C2N(N=C1)CC(C2)(C)C)Cl (3-Acetaminocyclopentyl)-N-(5-chloro-4-(5,5-dimethyl-5,6-dihydro-4H-pyrrolo[1,2-b]pyrazol-3-yl)pyridin-2-yl)acetamide